N([C@@H](CCONC(=N)N)C(=O)O)C(C(=O)O)CC(=O)O.C(CCC(=O)O)(=O)O succinic acid (canavaninosuccinate)